C1(CCCCC1)[C@@H](C)N (R)-1-cyclohexylethylamine